C(C)C(C(=O)OCCOCCOCCOCCOC(C(CCCC)CC)=O)CCCC tetraethylene glycol bis(2-ethyl hexanoate)